CS(=O)(=O)N1CC(C1)CC1=CC=C(N)C=C1 4-[(1-methylsulfonylazetidin-3-yl)methyl]aniline